1-(4-(6-(4-(4-amino-3-(4-phenoxyphenyl)-1H-pyrazolo[3,4-d]pyrimidin-1-yl)-[1,4'-bipiperidin]-1'-yl)hex-1-yn-1-yl)phenyl)dihydropyrimidine-2,4(1H,3H)-dione NC1=C2C(=NC=N1)N(N=C2C2=CC=C(C=C2)OC2=CC=CC=C2)C2CCN(CC2)C2CCN(CC2)CCCCC#CC2=CC=C(C=C2)N2C(NC(CC2)=O)=O